O(C1=CC=CC=C1)C=1C=CC=C(C(=O)N)C1 5-phenoxybenzamide